3-amino-3-(biphenyl)propionic acid hydroquinonebis-Trimellitate C=1(O)C(=C(C(O)=CC1)C=1C=C(C=C(C1C(=O)O)C(=O)O)C(=O)O)C=1C=C(C=C(C1C(=O)O)C(=O)O)C(=O)O.NC1(CC(=CC=C1)C1=CC=CC=C1)CCC(=O)O